C1(CCC1)NC(C1=C(C(=C(C(=C1F)F)F)F)F)=O N-cyclobutyl-pentafluorobenzamide